6,6-dimethyl-3-((4-(1-(((S)-morpholin-2-yl)methyl)-5-nitro-1H-indol-7-yl)pyrrolo[2,1-f][1,2,4]triazin-6-yl)methyl)-3-azabicyclo[3.1.0]hexane-2,4-dione CC1(C2C(N(C(C12)=O)CC=1C=C2C(=NC=NN2C1)C=1C=C(C=C2C=CN(C12)C[C@@H]1CNCCO1)[N+](=O)[O-])=O)C